1,4-bis(2-trifluoromethyl-4-aminophenoxy)benzene FC(C1=C(OC2=CC=C(C=C2)OC2=C(C=C(C=C2)N)C(F)(F)F)C=CC(=C1)N)(F)F